1'-(1-(3-fluoro-4-oxo-4,5-dihydropyrrolo[1,2-a]quinoxalin-7-yl)ethyl)-3'-(hydroxymethyl)-N-methyl-1',2',3',6'-tetrahydro-[3,4'-bipyridine]-6-carboxamide FC=1C=CN2C1C(NC1=CC(=CC=C21)C(C)N2CC(C(=CC2)C=2C=NC(=CC2)C(=O)NC)CO)=O